C[C@H](C(=O)OC(CNC)=O)CC sarcosyl (S)-2-methylbutyrate